C(N)(=N)N1CCN(CC1)C1=CC(=C(C(=O)NC2=CC(=C(C=C2)N2CCN(CC2)C(N)=N)C)C=C1)C 4-(4-carbamimidoylpiperazin-1-yl)-N-(4-(4-carbamimidoylpiperazin-1-yl)-3-methylphenyl)-2-methylbenzamide